OCCS(=O)(=O)C1=CC(=C(C(=O)NC2=CC=C3C(=N2)N(N=N3)CCC)C=C1)N1CCC3(CC3)CC1 4-((2-hydroxyethyl)sulfonyl)-N-(3-propyl-3H-[1,2,3]triazolo[4,5-b]pyridin-5-yl)-2-(6-azaspiro[2.5]oct-6-yl)benzamide